C(C1=CC=CC=C1)OC1=NC(=CC=C1C1=NN(C2=CC(=CC=C12)OCCCO[Si](C)(C)C(C)(C)C)C)OCC1=CC=CC=C1 3-(2,6-bis(benzyloxy)pyridin-3-yl)-6-(3-((tert-butyldimethylsilyl)oxy)propoxy)-1-methyl-1H-indazole